imidazo[1,2-a]Pyrazin-8-amine N=1C=CN2C1C(=NC=C2)N